(2-(dimethylamino)-ethyl)-1H-imidazole-4-carboxylic acid, sodium salt [Na+].CN(CCN1C=NC(=C1)C(=O)[O-])C